2-((2R,3S)-2,3-dimethylmorpholino)-N-((2-(trifluoromethyl)pyridin-3-yl)methyl)pyrido[2,3-d]pyrimidin-4-amine C[C@H]1OCCN([C@H]1C)C=1N=C(C2=C(N1)N=CC=C2)NCC=2C(=NC=CC2)C(F)(F)F